[N-](S(=O)(=O)C(F)(F)F)S(=O)(=O)C(F)(F)F.NC(CC)C1=NC=CN1C=C 1-aminopropyl-3-vinylimidazole bis(trifluoromethanesulfonyl)imide salt